O[C@H](CNC1=NC=C(C=N1)NC(=O)N)C 1-(2-{[(2S)-2-hydroxypropyl]Amino}pyrimidin-5-yl)urea